5'-Chloro-N-(2-nitrophenyl)-[1,1':3',1''-terphenyl]-2,2'',3,3'',4,4'',5,5'',6,6''-d10-2'-amine ClC=1C=C(C(=C(C1)C1=C(C(=C(C(=C1[2H])[2H])[2H])[2H])[2H])NC1=C(C=CC=C1)[N+](=O)[O-])C1=C(C(=C(C(=C1[2H])[2H])[2H])[2H])[2H]